(1R,2R,3R)-2,3-diaminocyclopentyl rac-acetate C(C)(=O)O[C@H]1[C@@H]([C@@H](CC1)N)N